2,2-diethoxy-1-n-dodecyl-1-aza-2-silacyclopentane C(C)O[Si]1(N(CCC1)CCCCCCCCCCCC)OCC